salicylal-5-amino-tetrazole C(C=1C(O)=CC=CC1)=NC1=NN=NN1